C(C)C1N(CCOC1)CCCC Ethylbutylmorpholine